N-pentyl-N'-decyl-urea C(CCCC)NC(=O)NCCCCCCCCCC